1-(3-(difluoromethoxy)phenyl)-2-iminoethan-1-one FC(OC=1C=C(C=CC1)C(C=N)=O)F